C(C=C)(=O)OC1=CC2=C(C(C(=CO2)CCC)=O)C=C1OC 6-methoxy-4-oxo-3-propyl-4H-benzopyran-7-yl acrylate